BrC=1C=C(C=NC1)/C=C/C=O (E)-3-(5-bromo-3-pyridinyl)prop-2-enal